C(C)OC1=NC=CC=C1C1=CC(=C2C(=N1)C(=NN2C(CC)C)C)NCC2=CN=C(O2)C 5-(2-ethoxy-3-pyridinyl)-3-methyl-N-[(2-methyl-oxazol-5-yl)methyl]-1-[1-methylpropyl]pyrazolo[4,3-b]pyridin-7-amine